(6-ethoxy-2-methyl-indazol-5-yl)pyrazine-2-carboxamide C(C)OC=1C(=CC2=CN(N=C2C1)C)C=1C(=NC=CN1)C(=O)N